(3S,4R)-1-[4-({5-ethyl-8-[3-(methanesulfonyl-methyl)azetidin-1-yl]-2,7-naphthyridin-3-yl}amino)pyrimidin-2-yl]-3-fluoro-3-methylpiperidin-4-ol C(C)C1=C2C=C(N=CC2=C(N=C1)N1CC(C1)CS(=O)(=O)C)NC1=NC(=NC=C1)N1C[C@]([C@@H](CC1)O)(C)F